CN1C(=NC2=C(C=CC=C2C1=O)[C@H](C)NC1=C(C=CC=C1)S(=O)(=O)C)N1CCOCC1 3-methyl-8-[(1S)-1-(2-methylsulfonylanilino)ethyl]-2-morpholino-quinazolin-4-one